2-[8-[(7-chloro-1-tetrahydropyran-2-yl-indazol-5-yl)amino]-1-oxo-2-isoquinolyl]-N-(2,2,2-trifluoroethyl)acetamide ClC=1C=C(C=C2C=NN(C12)C1OCCCC1)NC=1C=CC=C2C=CN(C(C12)=O)CC(=O)NCC(F)(F)F